CC1=NC(=C2C(=N1)N1C(C(=C2)C(=O)[O-])=NC=N1)N[C@H](C)C1=CC(=CC(=C1)C(F)(F)F)[N+](=O)[O-].[Li+] lithium (R)-8-methyl-6-((1-(3-nitro-5-(trifluoromethyl)phenyl)ethyl)amino)-[1,2,4]triazolo[1',5':1,6]pyrido[2,3-d]pyrimidine-4-carboxylate